C(=O)(O)OC(C(=O)O)=O carboxyl-Oxalic Acid